2-[4-({[(2S)-pyrrolidin-2-yl]methyl}amino)pyrido[3,4-d]pyridazin-1-yl]-5-(trifluoromethyl)phenol N1[C@@H](CCC1)CNC=1N=NC(=C2C1C=NC=C2)C2=C(C=C(C=C2)C(F)(F)F)O